6-{5-[(cyclopropylamino)carbonyl]-3-fluoro-2-methylphenyl}-N-(2,4,5-trifluorobenzyl)nicotinamide silicon-aluminum-cadmium [Cd].[Al].[Si].C1(CC1)NC(=O)C=1C=C(C(=C(C1)C1=NC=C(C(=O)NCC2=C(C=C(C(=C2)F)F)F)C=C1)C)F